NC1=C2C(=NC=N1)N(N=C2C2=CC=C(C=C2)OC2=CC=CC=C2)C2CCN(CC2)CC2=C(C=C(C=N2)N2C(NC(CC2)=O)=O)F 1-(6-((4-(4-amino-3-(4-phenoxyphenyl)-1H-pyrazolo[3,4-d]pyrimidin-1-yl)piperidin-1-yl)methyl)-5-fluoropyridin-3-yl)dihydropyrimidine-2,4(1H,3H)-dione